6-(5-(3,4-dihydro-quinolin-1(2H)-yl)pentyl)-3-hydroxypyridine-carbaldehyde N1(CCCC2=CC=CC=C12)CCCCCC1=CC=C(C(=N1)C=O)O